(S)-quinuclidin-3-yl((R)-6-(3-isobutylphenyl)-2,2-dimethyl-1,2,3,4-tetrahydronaphthalen-1-yl)carbamate N12C[C@H](C(CC1)CC2)OC(N[C@@H]2C(CCC1=CC(=CC=C21)C2=CC(=CC=C2)CC(C)C)(C)C)=O